C(N)(=O)N(C1=C(C=CC=C1)C#CC=1C=CC(=NC1)C(=O)O)CC1=CC2=CC=CC=C2C=C1 5-[2-(2-{carbamoyl[(naphthalen-2-yl)methyl]amino}phenyl)ethynyl]pyridine-2-carboxylic acid